2-(1-benzhydryl-piperidin-4-yl)-5-methoxyisoindoline C(C1=CC=CC=C1)(C1=CC=CC=C1)N1CCC(CC1)N1CC2=CC=C(C=C2C1)OC